4-(5-isopropylisoxazol-3-yl)piperidine-4-carbonitrile C(C)(C)C1=CC(=NO1)C1(CCNCC1)C#N